4-(4-amino-7-cyano-2-(2-fluoro-4-(2-fluoroacrylamido)phenyl)-1H-pyrrolo[3,2-c]pyridin-3-yl)-N-cyclopropyl-2-methoxybenzamide NC1=NC=C(C2=C1C(=C(N2)C2=C(C=C(C=C2)NC(C(=C)F)=O)F)C2=CC(=C(C(=O)NC1CC1)C=C2)OC)C#N